7-(1,2-dihydroxyethyl)-2-methyl-8-(naphthalen-1-ylmethyl)-6-oxo-9-(3-(trifluoromethyl)phenyl)-3,4-dihydro-2H,6H-pyrido[1,2-e][1,2,5]thiadiazine-4-carboxylic acid 1,1-dioxide OC(CO)C1=C(C(=C2N(C(CN(S2(=O)=O)C)C(=O)O)C1=O)C1=CC(=CC=C1)C(F)(F)F)CC1=CC=CC2=CC=CC=C12